5-(hydroxymethyl)pyrimidine-2,4(1H,3H)-dione OCC=1C(NC(NC1)=O)=O